COC(=O)C=1N(C=C(C1)Br)CC(C)N 1-(2-aminopropyl)-4-bromo-1H-pyrrole-2-carboxylic acid methyl ester